1-[6-(4-chloroanilino)-2-methylsulfonyl-5-nitro-pyrimidin-4-yl]-3-methyl-azetidin-3-ol ClC1=CC=C(NC2=C(C(=NC(=N2)S(=O)(=O)C)N2CC(C2)(O)C)[N+](=O)[O-])C=C1